OC1=C(C=CC(C1O)(N)OC)C1=CC=C(N)C=C1 2,3-dihydroxy-4-methoxybenzidine